FC=1C=C(C=C(C1)F)C1=NC=CC(=C1)C(=O)N 2-(3,5-difluorophenyl)pyridine-4-carboxamide